NC(CO)C(C\C=C\C1=CC=CC=C1)(C(F)(F)F)C(F)(F)F (E)-2-Amino-6-Phenyl-3,3-bis(trifluoromethyl)hexa-5-en-1-ol